Ethyl 2-acetamido-6-cyano-6-(cyclobutylmethyl)-4,5,6,7-tetrahydrobenzo[b]thiophene-3-carboxylate C(C)(=O)NC1=C(C2=C(S1)CC(CC2)(CC2CCC2)C#N)C(=O)OCC